3-((S)-2-((3-amino)cyclobutane-1-carbonyl)isoxazolidin-3-yl)-5-fluorobenzonitrile NC1CC(C1)C(=O)N1OCC[C@H]1C=1C=C(C#N)C=C(C1)F